5-(3,4-dihydroxybenzylidene)-3-(4-ethylphenyl)-1-methyl-2-selenoxoimidazolidin-4-one OC=1C=C(C=C2C(N(C(N2C)=[Se])C2=CC=C(C=C2)CC)=O)C=CC1O